(((S)-1-(3-((S)-1-amino-3-carboxypropyl)-1,2,4-oxadiazol-5-yl)-4-guanidinobutyl)carbamoyl)-L-proline sodium salt [Na+].N[C@@H](CCC(=O)[O-])C1=NOC(=N1)[C@H](CCCNC(=N)N)NC(=O)N1[C@@H](CCC1)C(=O)[O-].[Na+]